(((2R)-1-acetyl-4-(4-(difluoromethoxy)-3-ethoxyphenyl)pyrrolidine-2-carboxamido)methyl)-N-cyclohexyl-N-methylpyridineamide C(C)(=O)N1[C@H](CC(C1)C1=CC(=C(C=C1)OC(F)F)OCC)C(=O)NCC=1C(=NC=CC1)C(=O)N(C)C1CCCCC1